1-(4-methylbenzoyl)-1H-imidazole CC1=CC=C(C(=O)N2C=NC=C2)C=C1